ClC=1C=C(C=NC1N1N=CC=N1)NC(C1=CN=CC(=C1C)C1=CC=CC=C1)=O N-(5-chloro-6-(2H-1,2,3-triazol-2-yl)pyridin-3-yl)-4-methyl-5-phenylnicotinamide